(S)-1-(4-((4-((R)-2-acetoxy-3-(ethylsulfonyl)propoxy)-3-chlorophenyl)sulfonyl)-2-chlorophenoxy)-3-chloropropan-2-yl acetate C(C)(=O)O[C@@H](COC1=C(C=C(C=C1)S(=O)(=O)C1=CC(=C(C=C1)OC[C@H](CS(=O)(=O)CC)OC(C)=O)Cl)Cl)CCl